COC=1C(=C(C(=C(C1F)F)F)B(C1=C(C(=C(C(=C1F)F)F)OC)F)C1=C(C(=C(C(=C1F)F)F)OC)F)F tris(3-methoxy-2,4,5,6-tetrafluorophenyl)boron